FC1=C(N)C=CC(=C1)N1N=C(C=C1)[N+](=O)[O-] 2-fluoro-4-(3-nitropyrazol-1-yl)aniline